(S)-1-(6-(4-(5-methyl-1H-indazol-4-yl)-6-((1-methylpyrrolidin-2-yl)methoxy)pyrimidin-2-yl)-2,6-diazaspiro[3.4]octan-2-yl)prop-2-en-1-one CC=1C(=C2C=NNC2=CC1)C1=NC(=NC(=C1)OC[C@H]1N(CCC1)C)N1CC2(CN(C2)C(C=C)=O)CC1